[N+](=O)([O-])C1=CC=C(C=C1)C(=O)NNCCC(=O)O 3-[(4-nitrophenyl)formylhydrazino]propionic acid